1-((3-((ethoxycarbonyl) oxy) phenyl) sulfonyl) cyclopropanecarboxylate C1(CC1)C(=O)OS(=O)(=O)C1=CC(=CC=C1)OC(=O)OCC